FC(C=1C=C(C=C(C1)C(F)(F)F)NC(N[C@@H](C(=O)NC1=C(C=C(C=C1)F)F)C1=CC=C(C=C1)OCC=1N=NN(C1)CCCCCCNC(C(C1=C(NC2=CC=CC=C12)C1=CC=CC=C1)=O)=O)=O)(F)F (R)-2-(3-(3,5-bis(trifluoromethyl)phenyl)ureido)-N-(2,4-difluorophenyl)-2-(4-((1-(6-(2-oxo-2-(2-phenyl-1H-indol-3-yl)acetamido)hexyl)-1H-1,2,3-triazol-4-yl)methoxy)phenyl)acetamide